O-(benzotriazole-1-yl)-N,N,N',N'-tetramethyluronium hexafluorophosphate F[P-](F)(F)(F)(F)F.N1(N=NC2=C1C=CC=C2)OC(=[N+](C)C)N(C)C